2-(4-(tert-butyl)phenyl)-N-((2-(2,6-dioxopiperidin-3-yl)-1,3-dioxoisoindolin-4-yl)-methyl)-2-oxoacetamide C(C)(C)(C)C1=CC=C(C=C1)C(C(=O)NCC1=C2C(N(C(C2=CC=C1)=O)C1C(NC(CC1)=O)=O)=O)=O